2-((4-(p-methylbenzyloxy)phenyl)amino)-4-methyl-5-acetyl-thiazole CC1=CC=C(COC2=CC=C(C=C2)NC=2SC(=C(N2)C)C(C)=O)C=C1